COC(=O)C1=NC(=NC=C1)NC=1C=NC(=CC1)OC(F)F 2-((6-(Difluoromethoxy)pyridin-3-yl)amino)pyrimidine-4-carboxylic acid methyl ester